C(C([2H])([2H])[2H])(N1C[C@@H](CCC1)NC=1C(N(C(=NN1)C1=C(C2=C(SC=C2)C=C1)O)C)=O)([2H])[2H] (R)-6-((1-(ethyl-d5)piperidin-3-yl)amino)-3-(4-hydroxybenzo[b]thiophene-5-yl)-4-methyl-1,2,4-triazine-5(4H)-one